N[C@@H]1CN(CC1)C(=O)N1CCN(C2=CC=CC=C12)C1CCOCC1 (S)-(3-aminopyrrolidin-1-yl)(4-(tetrahydro-2H-pyran-4-yl)-3,4-dihydroquinoxalin-1(2H)-yl)methanone